(E)-(4-(1-(4-(2-(4-((1-(2-(2,6-dioxopiperidin-3-yl)-1-oxoisoindolin-5-yl)piperidin-4-yl)methyl)piperazin-1-yl)ethoxy)phenyl)-2-phenylbut-1-en-1-yl)phenyl)boronic acid O=C1NC(CCC1N1C(C2=CC=C(C=C2C1)N1CCC(CC1)CN1CCN(CC1)CCOC1=CC=C(C=C1)\C(=C(/CC)\C1=CC=CC=C1)\C1=CC=C(C=C1)B(O)O)=O)=O